N-(oxetan-3-yl)acetamide 3,8-diazabicyclo[3.2.1]octane-8-carboxylate C12CNCC(CC1)N2C(=O)O.O2CC(C2)NC(C)=O